4-(5-Chloro-2-oxo-2,3-dihydro-1H-1,3-benzodiazol-1-yl)-N-(4-iodophenyl)piperidine-1-carboxamide ClC1=CC2=C(N(C(N2)=O)C2CCN(CC2)C(=O)NC2=CC=C(C=C2)I)C=C1